(S)-2-((4-(6-((5-cyanopyridin-2-yl)methoxy)pyridin-2-yl)piperazin-1-yl)methyl)(oxetane-2-ylmethyl)-3H-imidazo[4,5-b]pyridin-5-carboxylic acid C(#N)C=1C=CC(=NC1)COC1=CC=CC(=N1)N1CCN(CC1)CC1=NC=2C(=NC(=CC2)C(=O)O)N1C[C@H]1OCC1